1-undecyl-3-propylpyrrolidinium acetate C(C)(=O)[O-].C(CCCCCCCCCC)[NH+]1CC(CC1)CCC